C(CCCCCCC(O)=N)(O)=N octandioic acid diimine